4-(4-amino-2-(2,2-difluoroethoxy)-3-nitrophenyl)-3,6-dihydropyridine-1(2H)-carboxylic acid tert-butyl ester C(C)(C)(C)OC(=O)N1CCC(=CC1)C1=C(C(=C(C=C1)N)[N+](=O)[O-])OCC(F)F